S(=O)(=O)(ON1[C@@H]2CC[C@H](N(C1=O)C2)C(NS(=O)(=O)[C@@H]2CN(CC2)C)=N)O (2S,5R)-2-(N-(((S)-1-methylpyrrolidin-3-yl) sulfonyl) carbamimidoyl)-7-oxo-1,6-diazabicyclo[3.2.1]octan-6-yl hydrogen sulfate